bis(3-(2-propenyl)-4-hydroxyphenyl)sulfone C(C=C)C=1C=C(C=CC1O)S(=O)(=O)C1=CC(=C(C=C1)O)CC=C